OC=1C=CC(=NC1)N1[C@H]([C@H](CC1)NS(=O)(=O)C)CO[C@@H]1CC[C@@H](CC1)C1=CC=CC=C1 N-((2R,3S)-1-(5-hydroxypyridin-2-yl)-2-((((CIS)-4-phenylcyclohexyl)oxy)methyl)pyrrolidin-3-yl)methanesulfonamide